6-(quinolin-8-yloxy)-3,4-dihydroquinolin-2(1H)-one N1=CC=CC2=CC=CC(=C12)OC=1C=C2CCC(NC2=CC1)=O